C(C)N(C1CN(C1)C=1C=CC=2N(C(C=C(N2)C2=NN3C(C(=NC(=C3)C)C)=C2)=O)C1)CC 7-[3-(diethylamino)azetidin-1-yl]-2-(4,6-dimethylpyrazolo[1,5-a]pyrazin-2-yl)-4H-pyrido[1,2-a]pyrimidin-4-one